5-[6,7-difluoro-4-methylsulfanyl-1-(p-tolylsulfonyl)indol-5-yl]oxy-N-(dimethylaminomethylene)-2-fluoro-benzamide FC1=C(C(=C2C=CN(C2=C1F)S(=O)(=O)C1=CC=C(C=C1)C)SC)OC=1C=CC(=C(C(=O)N=CN(C)C)C1)F